D-5'-O-(tert-butyldimethylsilyl)-3'-O-(2-nitrobenzyl)-2'-deoxyadenosine [Si](C)(C)(C(C)(C)C)OC[C@@H]1[C@@H](C[C@@H](O1)N1C=NC=2C(N)=NC=NC12)OCC1=C(C=CC=C1)[N+](=O)[O-]